[(3R)-6-Fluorochroman-3-yl]-[1-(2-hydroxyethyl)-6-(5-methoxy-1H-pyrazol-4-yl)indol-3-yl]methanone FC=1C=C2C[C@H](COC2=CC1)C(=O)C1=CN(C2=CC(=CC=C12)C=1C=NNC1OC)CCO